NC1C(CC(OC1C(C(CO)O)O)C(=O)O)O 5-amino-4-hydroxy-6-(1,2,3-trihydroxypropyl)oxan-2-carboxylic acid